ethyl 2-(4,5-dichloro-6-oxopyridazin-1(6H)-yl)propanoate ClC=1C=NN(C(C1Cl)=O)C(C(=O)OCC)C